ClC=1C=C(SC1)S1C[C@H](CN2C(N=C(C3=CC(=CC1=C23)C(F)(F)F)N2C[C@@H](N[C@@H](C2)C)C)=O)C=2C=NC=C(C2)F (S)-l-1-(4-chlorothiophen-2-yl)-8-((3S,5R)-3,5-dimethylpiperazin-1-yl)-3-(5-fluoropyridin-3-yl)-10-(trifluoromethyl)-3,4-dihydro-2H,6H-[1,4]thiazepino[2,3,4-ij]quinazolin-6-one